ClC=1C=C(C=CC1Cl)CC(=O)N1C(CC2(OCCO2)CC1)CN1CCCC1 8-[3,4-dichlorophenyl-acetyl]-7-(1-pyrrolidinylmethyl)-1,4-dioxa-8-azaspiro[4.5]decane